N-(6-(4-cyanophenoxy)-1-(6-methyl-4,8-dioxo-1,3,6,2-dioxazaborocan-2-yl)hex-2-yn-1-yl)-4-nitrobenzenesulfonamide C(#N)C1=CC=C(OCCCC#CC(B2OC(CN(CC(O2)=O)C)=O)NS(=O)(=O)C2=CC=C(C=C2)[N+](=O)[O-])C=C1